ClC1=CC(=C(C(=O)N2C[C@H](N(CC2)C2=C(C(=O)N[C@H]3CNCC3)C=C(C=C2)C=2C(=NC=CC2)OCC)CC)C=C1)C(F)(F)F 2-[(2R)-4-[4-chloro-2-(trifluoromethyl)benzoyl]-2-ethylpiperazin-1-yl]-5-(2-ethoxypyridin-3-yl)-N-[(3R)-pyrrolidin-3-yl]benzamide